triphenylsulfonium-trifluoromethanesulfonic acid salt FC(S(=O)(=O)[O-])(F)F.C1(=CC=CC=C1)[S+](C1=CC=CC=C1)C1=CC=CC=C1